O1C=CC2=C1C=CC(=C2)[C@H](C)N (S)-1-(benzofuran-5-yl)ethylamine